BrC1=C(SC=C1)C(=O)N[C@H](C(=O)NC=1C(N(C=CC1)CC(=O)NC1C2CC3CC(CC1C3)C2)=O)CCC(C(=O)NC)=O (S)-2-(3-bromothiophene-2-carboxamido)-N1-(1-(2-(2-adamantylamino)-2-oxoethyl)-2-oxo-1,2-dihydropyridin-3-yl)-N6-methyl-5-oxohexanediamide